CC1=CC2=C(C=N1)C(/C(/C2)=C/C2=C(C=CC=C2)C=2N=CN(C2)C(C2=CC=CC=C2)(C2=CC=CC=C2)C2=CC=CC=C2)=O (E)-3-methyl-6-(2-(1-trityl-1H-imidazol-4-yl)benzylidene)-5,6-dihydro-7H-cyclopenta[c]Pyridin-7-one